2-(2-(4-fluoro-2-(2-methoxyethoxy)phenyl)-5-(1-methyl-1H-pyrazol-4-yl)pyridin-3-yl)-6,7-dihydropyrazolo[1,5-a]pyrazine FC1=CC(=C(C=C1)C1=NC=C(C=C1C1=NN2C(C=NCC2)=C1)C=1C=NN(C1)C)OCCOC